4-bromo-6-(trifluoromethyl)-1H-indazol-5-amine BrC1=C2C=NNC2=CC(=C1N)C(F)(F)F